CC(CCC=CCCCCCC)CCCC 11-methyl-7-pentadecene